C(C)OC(=O)C=1N=C(OC1C)C1=CC=C(C=C1)OC(F)F ethyl-2-(4-(difluoromethoxy)phenyl)-5-methyloxazole-4-carboxylic acid